C1(CCC(=O)O1)=O.[Na] sodium butanedioic anhydride